IC1=NC(=CC(=N1)C1=CC=CC=C1)C1=CC=CC=C1 2-iodo-4,6-diphenylpyrimidine